[1-(3-chloro-4-methoxyphenyl)-1,4,5,6-tetrahydrocyclopenta[c]pyrazol-3-yl]-(1,4-diazabicyclo[3.2.2]nonan-4-yl)methanone ClC=1C=C(C=CC1OC)N1N=C(C2=C1CCC2)C(=O)N2CCN1CCC2CC1